4-methyl-1-(2-cyano-acetyl)-piperazine CN1CCN(CC1)C(CC#N)=O